COC([C@@H](CN1[C@H](C[C@@]2(CC1)OCCC1=C2C=C(S1)Cl)C)O)=O (2R)-3-[(2'S,4R)-2-chloro-2'-methyl-spiro[6,7-dihydrothieno[3,2-C]pyran-4,4'-piperidin]-1'-yl]-2-hydroxy-propionic acid methyl ester